Methyl {8-fluoro-2-[4-(3,4-difluorophenyl)-1-piperazinyl]-3-[2-methoxy-5-(trifluoromethyl)-phenyl]-3,4-dihydro-4-quinazolinyl}acetate FC=1C=CC=C2C(N(C(=NC12)N1CCN(CC1)C1=CC(=C(C=C1)F)F)C1=C(C=CC(=C1)C(F)(F)F)OC)CC(=O)OC